dicyclohexyl citraconate C(\C(\C)=C/C(=O)OC1CCCCC1)(=O)OC1CCCCC1